sodium allylphosphonate C(C=C)P([O-])([O-])=O.[Na+].[Na+]